4-[3-(difluoromethyl)phenyl]-N-(2,3-difluorophenyl)-2-oxo-3-piperidinecarboxamide FC(C=1C=C(C=CC1)C1C(C(NCC1)=O)C(=O)NC1=C(C(=CC=C1)F)F)F